(S)-1-amino-4-cyano-2,3-dihydroindene N[C@H]1CCC2=C(C=CC=C12)C#N